CON(C(=O)C1=NC(=NC(=C1)C)C)C 2,6-Dimethyl-pyrimidine-4-carboxylic acid methoxy-methyl-amide